perfluorobenzene FC1=C(C(=C(C(=C1F)F)F)F)F